(S)-2-(6-fluorobenzo[d]oxazol-2-yl)-6-methoxy-5-((5-methoxypyridin-2-yl)methoxy)-1,2,3,4-tetrahydroisoquinoline-3-carboxylic acid methyl ester COC(=O)[C@H]1N(CC2=CC=C(C(=C2C1)OCC1=NC=C(C=C1)OC)OC)C=1OC2=C(N1)C=CC(=C2)F